N1=CC(=CC=C1)N1N=C2C=CC(=CC2=C1)C(=O)O 2-(pyridin-3-yl)-2H-indazole-5-carboxylic acid